2-(4-chlorophenoxy)-N-[1-[5-(cyclobutoxymethyl)-1,3,4-oxadiazol-2-yl]-3-bicyclo[1.1.1]pentanyl]acetamide ClC1=CC=C(OCC(=O)NC23CC(C2)(C3)C=3OC(=NN3)COC3CCC3)C=C1